C(C)(=O)OC1O[C@]([C@H]([C@H]1OC(C)=O)OCC1=CC=CC=C1)(C)COCC1=CC=CC=C1 (3R,4S,5R)-4-(benzyloxy)-5-((benzyloxy)methyl)-5-methyltetrahydrofuran-2,3-diyl diacetate